O1CCOC12CCC(C2)N2N=C(C=1C2=NC=NC1N)I 1-(1,4-dioxaspiro[4.4]nonan-8-yl)-3-iodo-pyrazolo[3,4-d]pyrimidin-4-amine